1,1'-(1,2-ethylene)bis(3,3,5,5-tetramethylpiperazinone) C(CN1C(C(NC(C1)(C)C)(C)C)=O)N1C(C(NC(C1)(C)C)(C)C)=O